(4Z)-4-(1,3-benzothiazol-6-ylmethylene)-2-(pyrimidin-2-ylamino)-1H-imidazol-5-one S1C=NC2=C1C=C(C=C2)\C=C\2/N=C(NC2=O)NC2=NC=CC=N2